OC1=C(C=O)C=C(C=C1)C=1C=NC(=NC1)NC1=C(C=C(C=C1)N1CCC(CC1)N1CCN(CC1)C)OC 2-hydroxy-5-[2-({2-methoxy-4-[4-(4-methylpiperazin-1-yl)piperidin-1-yl]phenyl}amino)pyrimidin-5-yl]benzaldehyde